1-octylnonyl 8-{[7-(8-fluorooctyloxycarbonyl)heptyl](2-hydroxyethyl)amino}octanoate FCCCCCCCCOC(=O)CCCCCCCN(CCCCCCCC(=O)OC(CCCCCCCC)CCCCCCCC)CCO